O=C(COCC1CCC(CC1)C(=O)OCC1=CC=CC=C1)OCC Benzyl 4-(4-oxo-2,5-dioxahept-1-yl)cyclohexane-1-carboxylate